C(CCC)C1C=C(C(C(O1)C)(C)C)C 6-butyl-2,3,3,4-tetramethyl-3,6-dihydro-2H-pyran